2-(2-((2-(bis(3-methoxybenzyl)amino)thiazol-4-yl)methoxy)ethoxy)benzonitrile COC=1C=C(CN(C=2SC=C(N2)COCCOC2=C(C#N)C=CC=C2)CC2=CC(=CC=C2)OC)C=CC1